(2S,4R)-1-((S)-2-(3-(2-aminoethoxy)propionamido)-3,3-dimethylbutyryl)-4-hydroxy-N-((S)-1-(4-(4-methylthiazol-5-yl)phenyl)ethyl)pyrrolidine-2-carboxamide NCCOCCC(=O)N[C@H](C(=O)N1[C@@H](C[C@H](C1)O)C(=O)N[C@@H](C)C1=CC=C(C=C1)C1=C(N=CS1)C)C(C)(C)C